CS(=O)(=O)[O-].[Zn+2].CS(=O)(=O)[O-] zinc methanesulfonate salt